O=S1(CCCC1)=O dioxo-1λ6-thiolane